p-hydroxyphenyllactic acid OC1=CC=C(C=C1)C(C(=O)O)(O)C